FC1=C(C(=CC=C1OC)C1=CC=NC=C1)CN (2-fluoro-3-methoxy-6-(pyridin-4-yl)phenyl)methanamine